N-(4-(chlorodifluoromethoxy)phenyl)-1-isopropyl-7-(1H-pyrazol-5-yl)-2-(((tetrahydro-2H-pyran-2-yl)oxy)methyl)indoline-5-carboxamide ClC(OC1=CC=C(C=C1)NC(=O)C=1C=C2CC(N(C2=C(C1)C1=CC=NN1)C(C)C)COC1OCCCC1)(F)F